C(=O)\C(\[C@H](CC(=O)OCCC1CCCCC1)CC=O)=C\C 2-cyclohexylethyl (S,E)-4-formyl-3-(2-oxoethyl)hex-4-enoate